tert-butyl ((1S,3S)-3-((5-(2,2-difluorocyclopropyl)-1,2,4-oxadiazol-3-yl)(4-methoxybenzyl)amino)cyclopentyl)carbamate FC1(C(C1)C1=NC(=NO1)N([C@@H]1C[C@H](CC1)NC(OC(C)(C)C)=O)CC1=CC=C(C=C1)OC)F